ClC1=NN=C2N1C1=CC=CC=C1C(=N2)N(C2=CC(=CC=C2)C2=NC=C(C=C2)C)C chloro-N-methyl-N-(3-(5-methylpyridin-2-yl)phenyl)-[1,2,4]triazolo[4,3-a]quinazolin-5-amine